CSC dimethyl-sulfane